5-(5-fluoro-2-methoxypyridin-4-yl)-1H-pyrazole-3-carbonyl-4-azaspiro[2.5]octane-7-carboxamide FC=1C(=CC(=NC1)OC)C1=CC(=NN1)C(=O)C1CC12NCCC(C2)C(=O)N